COCCS(=O)(=O)C(C)=O (2-methoxyethyl)sulfonylethan-1-on